2-hydroxy-4-methylthiobutanoic isopropyl ester C(C)(C)OC(C(CCC)O)=S